FC1(CC(C1)N1C(=NC2=NC=C(C=C21)C=2C=CN1N=C(N=CC12)N[C@@H]1CC[C@@H](CC1)OC)C)F 5-(1-(3,3-difluorocyclobutyl)-2-methyl-1H-imidazo[4,5-b]pyridin-6-yl)-N-(cis-4-methoxycyclohexyl)pyrrolo[2,1-f][1,2,4]triazin-2-amine